cis-N-(4-chloro-3-((1R,2S)-2-cyanocyclobutyl)-5-fluorophenyl)-3-methyl-6-azabicyclo[3.1.1]heptane-6-carboxamide ClC1=C(C=C(C=C1F)NC(=O)N1C2CC(CC1C2)C)[C@H]2[C@H](CC2)C#N